2-(4-chloro-2-fluoro-5-((5-(2-tolyl)-1,3,4-oxadiazol-2-yl)methoxy)phenyl)-4,5,6,7-tetrahydro-1H-isoindole-1,3(2H)-dione ClC1=CC(=C(C=C1OCC=1OC(=NN1)C1=C(C=CC=C1)C)N1C(C=2CCCCC2C1=O)=O)F